N[C@H]1C[C@H](C1)C1CN(C(O1)=O)C1=NC2=C(OCC(N2)=O)N=C1 6-[5-(cis-3-aminocyclobutyl)-2-oxo-oxazolidin-3-yl]-4H-pyrazino[2,3-b][1,4]oxazin-3-one